4-(((R)-1-(3-(1,1-difluoro-2-hydroxy-2-methylpropyl)-2-fluorophenyl)ethyl)amino)-6-(methoxymethyl)-2,6,8-trimethyl-6H-pyrrolo[3,2-g]quinazolin-7(8H)-one FC(C(C)(C)O)(F)C=1C(=C(C=CC1)[C@@H](C)NC1=NC(=NC2=CC3=C(C=C12)C(C(N3C)=O)(C)COC)C)F